tert-butyl 7-[(5-{[(1s,2s)-2-hydroxycyclohexyl] carbamoyl}-2-methylanilino) methyl]-2,3-dihydro-4H-pyrido[3,2-b][1,4]oxazine-4-carboxylate O[C@@H]1[C@H](CCCC1)NC(=O)C=1C=CC(=C(NCC2=CC=3OCCN(C3N=C2)C(=O)OC(C)(C)C)C1)C